methyl-(R)-(+)-alpha,alpha-diphenyl-2-pyrrolidinemethanol CN1[C@H](CCC1)C(O)(C1=CC=CC=C1)C1=CC=CC=C1